Mercury phosphorus [P].[Hg]